7-bromo-3-(6-morpholinoisoquinolin-4-yl)quinazoline-2,4(1H,3H)-dione BrC1=CC=C2C(N(C(NC2=C1)=O)C1=CN=CC2=CC=C(C=C12)N1CCOCC1)=O